NC1=NC=CC2=CC(=CC=C12)CNC(=O)[C@H](CC1=CC=CC2=CC=CC=C12)NC([C@@H](CCCCN1CCCCC1)NC(C)C)=O (2R)-N-[(1S)-1-{[(1-aminoisoquinolin-6-yl)methyl]carbamoyl}-2-(naphthalen-1-yl)ethyl]-2-(isopropylamino)-6-(piperidin-1-yl)hexanamide